C(C)(C)(C)OC(=O)N1CCC(CC1)COC1=C(SC(=C1)C)C(=O)OC 4-(((2-(methoxycarbonyl)-5-methylthiophen-3-yl)oxy)methyl)piperidine-1-carboxylic acid tert-butyl ester